N-(4-dibenzofuran-3-yl-phenyl)-N-(2-phenyl-benzooxazole-6-yl)-N-{4-(2-phenyl-benzooxazole-6-yl)-phenyl}-amine C1=CC(=CC=2OC3=C(C21)C=CC=C3)C3=CC=C(C=C3)N(C3=CC=C(C=C3)C3=CC2=C(N=C(O2)C2=CC=CC=C2)C=C3)C3=CC2=C(N=C(O2)C2=CC=CC=C2)C=C3